((1-(hydroxymethyl)cyclopropyl)methyl)(methyl)carbamic acid tert-butyl ester C(C)(C)(C)OC(N(C)CC1(CC1)CO)=O